1-(2,6-difluoropyridin-4-yl)-3-(3-methoxyphenyl)urea FC1=NC(=CC(=C1)NC(=O)NC1=CC(=CC=C1)OC)F